NCC=1C=C(OCCC2CN(CCC2)C(=O)OC(C)(C)C)C=C(C1C)C tert-butyl 3-(2-(3-(aminomethyl)-4,5-dimethylphenoxy)ethyl)piperidine-1-carboxylate